4-amino-N'-(cyclopropanecarbonyl)-7-fluoro-N',1-dimethyl-N-((6-(trifluoromethyl)pyridin-3-yl)methyl)-1H-pyrazolo[4,3-c]quinoline-8-carbohydrazide NC1=NC=2C=C(C(=CC2C2=C1C=NN2C)C(=O)N(N(C)C(=O)C2CC2)CC=2C=NC(=CC2)C(F)(F)F)F